CC1=CC2=C(NC(=N2)CNC(OC(C)(C)C)=O)C=C1 tert-butyl ((5-methyl-1H-benzo[d]imidazol-2-yl)methyl)carbamate